BrC1=C(C=CC=2CC(OC21)(C2=CC=CC=C2)CNC(OCCCC)=O)Cl butyl ((7-bromo-6-chloro-2-phenyl-2,3-dihydrobenzofuran-2-yl)methyl)carbamate